CN(C1=NC(N([C@H]2[C@](O)([C@](O)([C@@H](C(O)[Si](C)(C)C(C)(C)C)O2)[Si](C)(C)C(C)(C)C)OC)C=C1)=O)C 4-N,N-dimethyl-3',5'-Di-t-butyldimethylsilyl-2'-methoxycytidine